C(C=C)(=O)N1C(CN(CC1)C=1C2=C(N(C(N1)=O)C=1C(=NC=CC1C)C(C)C)N=C(C(=C2)C2CC2)C2=C(C=CC=C2)OC)CO 4-(4-acryloyl-3-(hydroxymethyl)piperazin-1-yl)-6-cyclopropyl-1-(2-isopropyl-4-methylpyridin-3-yl)-7-(2-methoxyphenyl)pyrido[2,3-d]pyrimidin-2(1H)-one